C(C)(C)(C)OC(=O)N1CCC(CC1)C1=CC(=NC(=N1)SC)C(=O)OC Methyl 6-(1-(tert-butoxycarbonyl)piperidin-4-yl)-2-(methylthio)pyrimidine-4-carboxylate